6'-chloro-1'-(1-propyl-1H-pyrazol-4-yl)-1,3-dihydrospiro-[indene-2,3'-indolin]-2'-one ClC1=CC=C2C3(C(N(C2=C1)C=1C=NN(C1)CCC)=O)CC1=CC=CC=C1C3